C(C)(=O)OCC1=CC=2C(=NC=C(N2)O)C=N1 (2-hydroxypyrido[3,4-b]pyrazin-7-yl)methyl acetate